FC1=C(C=CC(=C1)B1OC(C(O1)(C)C)(C)C)[C@@H]1[C@@H](CC1)N (1R,2R)-2-(2-Fluoro-4-(4,4,5,5-tetramethyl-1,3,2-dioxaborolan-2-yl)phenyl)cyclobutan-1-amine